C(C)OC(=O)C=1NC(=C(C1C)CC)C=O 4-ETHYL-5-FORMYL-3-METHYL-1H-PYRROLE-2-CARBOXYLIC ACID ETHYL ESTER